2-(naphthalen-2-yl)-1H-benzo[d]imidazole C1=C(C=CC2=CC=CC=C12)C1=NC2=C(N1)C=CC=C2